3-(4-((3-fluoro-4-(piperidin-1-ylmethyl)benzyl)thio)-1-oxoisoindolin-2-yl)piperidine-2,6-dione FC=1C=C(CSC2=C3CN(C(C3=CC=C2)=O)C2C(NC(CC2)=O)=O)C=CC1CN1CCCCC1